N-([2,4'-bipyridyl]-5-yl)-2-chloro-5-cyanobenzamide N1=C(C=CC(=C1)NC(C1=C(C=CC(=C1)C#N)Cl)=O)C1=CC=NC=C1